cis-2-(2-Hydroxyacetyl)-7-methyl-N-(3,4,5-trifluorophenyl)-2,3,3a,4,10,10a-hexahydro-1H,7H-dipyrrolo[3,4-b:3',4'-f][1,4,5]oxathiazocin-8-carboxamid-5,5-dioxid OCC(=O)N1C[C@H]2NS(C=3C(OC[C@H]2C1)=C(N(C3)C)C(=O)NC3=CC(=C(C(=C3)F)F)F)(=O)=O